O[C@H](CO)C1=C2C=CC=NC2=C(C=C1CNC(C=C)=O)C1=CC=C(C=C1)OC(F)(F)F (S)-N-((5-(1,2-dihydroxyethyl)-8-(4-(trifluoromethoxy)phenyl)quinolin-6-yl)methyl)acrylamide